amino-5-cyano-6-((1-(4-oxo-2-phenyl-1,4-dihydroquinolin-3-yl)ethyl)amino)pyrimidine NC1=NC(=C(C=N1)C#N)NC(C)C1=C(NC2=CC=CC=C2C1=O)C1=CC=CC=C1